C1CNCC[N+]12CCCCC2 3-aza-6-azoniaspiro[5.5]undecane